C(CCC)C1=NC(=NN1C1=CC=C(C=C1)OC1=CC=C(C=C1)Cl)C1=CC=C(C=C1)OCC1OC1 5-butyl-1-(4-(4-chlorophenoxy)phenyl)-3-(4-(oxiran-2-ylmethoxy)phenyl)-1H-1,2,4-triazole